ClC=1C=C(C=NC1OC1=CC=CC=C1)NC=1C2=C(N=CN1)C=CC(=N2)N2CCN(C1(CC1)C2)C(=O)OC(C)(C)C tert-butyl 7-[4-[(5-chloro-6-phenoxy-3-pyridyl)amino]pyrido[3,2-d]pyrimidin-6-yl]-4,7-diazaspiro[2.5]octane-4-carboxylate